ClC1=C(C(=CC=C1)Cl)N=C=O 2,6-dichlorophenyl isocyanate